C(C1=CC=CC=C1)N1CC2(C(C2C1)C=O)C 3-benzyl-1-methyl-3-azabicyclo[3.1.0]hexane-6-formaldehyde